O(S(=O)(=O)C(F)(F)F)C=1C[C@H](N([C@@H](C1)C)CC1=CC=CC=C1)C |r| rac-(2r,6r)-1-benzyl-2,6-dimethyl-1,2,3,6-tetrahydropyridin-4-yl triflate